CN(/C=C/C(=O)C1[C@H]2CN(C[C@@H]12)C(=O)OC(C)(C)C)C tert-butyl (1R,5S,6r)-6-((E)-3-(dimethylamino)acryloyl)-3-azabicyclo[3.1.0]hexane-3-carboxylate